ClC=1N=CC(=NC1)C(=O)O (RS)-5-Chloro-pyrazine-2-carboxylic acid